4,4-Difluoro-2-(4-fluorophenyl)-N-[4-(5-methyl-4-oxo-3-phenyl-4,5,6,7-tetrahydro-1H-pyrrolo-[3,2-c]pyridin-2-yl)pyridin-2-yl]butanamide FC(CC(C(=O)NC1=NC=CC(=C1)C1=C(C=2C(N(CCC2N1)C)=O)C1=CC=CC=C1)C1=CC=C(C=C1)F)F